1-(1Z-eicosenyl)-2-nonadecanoyl-glycero-3-phosphoserine CCCCCCCCCCCCCCCCCC/C=C\OC[C@H](COP(=O)(O)OC[C@@H](C(=O)O)N)OC(=O)CCCCCCCCCCCCCCCCCC